O1COC2=C1C=CC(=C2)NC2=NC=C(C(=N2)N2N=CC(=C2)NC(=O)N[C@@H](CO)C2=CC(=CC=C2)Cl)C (R)-1-(1-(2-(benzo[d][1,3]dioxol-5-ylamino)-5-methyl-pyrimidin-4-yl)-1H-pyrazol-4-yl)-3-(1-(3-chloro-phenyl)-2-hydroxy-ethyl)urea